2-cyclobutyl-N-(5-(6-(3,4-dimethoxyphenyl)pyrazin-2-yl)thiophen-3-yl)acetamide C1(CCC1)CC(=O)NC1=CSC(=C1)C1=NC(=CN=C1)C1=CC(=C(C=C1)OC)OC